α-Glycidoxyethyltributoxysilan C(C1CO1)OC(C)[Si](OCCCC)(OCCCC)OCCCC